BrC1=CC(=C(C=C1)NC(CN(C)C)=O)F N-(4-bromo-2-fluorophenyl)-2-(dimethylamino)acetamide